ClC1=CC=2C3=C(C=NC2C=C1)N=C(N3[C@H]3C[C@H](OCC3)C)C(O)C3=NC=C(N=C3)C {8-Chloro-1-[(2R,4R)-2-methyltetrahydro-2H-pyran-4-yl]-1H-imidazo[4,5-c]chinolin-2-yl}(5-methylpyrazin-2-yl)methanol